CN([C@@H](C(C)C)C(=O)OC)C(=O)[C@@H]1CN(CC1)S(=O)(=O)C1[N@](C1)C methyl N-methyl-N-((S)-1-(((S)-1-methylaziridin-2-yl) sulfonyl) pyrrolidine-3-carbonyl)-L-valinate